CC=1C=NC=C(N1)C 3,5-dimethylpyrazine